tert-butyl 2-(4-cyanophenyl)-7-methyl-2,5,6,7-tetrahydro-4H-pyrazolo[4,3-b]pyridine-4-carboxylate C(#N)C1=CC=C(C=C1)N1N=C2C(N(CCC2C)C(=O)OC(C)(C)C)=C1